Fluoro-N-(6-(4-isopropyl-4H-1,2,4-triazol-3-yl)pyridin-2-yl)-4-methylbenzamide FC1=C(C(=O)NC2=NC(=CC=C2)C2=NN=CN2C(C)C)C=CC(=C1)C